FC(C=1C=C(C=NC1)C1=CC=C(C(=O)O)C=C1)(F)F 4-(5-(trifluoromethyl)pyridin-3-yl)benzoic acid